N-(2-((2-((5-(isopropylamino)-2-methoxy-4-(4-(4-methylpiperazin-1-yl)piperidin-1-yl)phenyl)amino)thieno[3,2-d]pyrimidin-4-yl)amino)phenyl)-N-methylmethanesulfonamide C(C)(C)NC=1C(=CC(=C(C1)NC=1N=C(C2=C(N1)C=CS2)NC2=C(C=CC=C2)N(S(=O)(=O)C)C)OC)N2CCC(CC2)N2CCN(CC2)C